C(C)(=O)N1[C@H]([C@@H]([C@H](C2=CC(=CC=C12)C(=O)N)NC1=CC=C(C=C1)C#N)C)CC (2S,3R,4R)-1-acetyl-4-((4-cyanophenyl)amino)-2-ethyl-3-methyl-1,2,3,4-tetrahydroquinoline-6-carboxamide